3,5-dibromomethoxymethoxybenzene BrCOCOC=1C=CC=C(C1)OCOCBr